BrC=1C=C(C=CC1)[C@@]1(COC=2C1=NC=CC2)O |r| racemic-3-(3-Bromophenyl)-2,3-dihydrofuro[3,2-b]pyridin-3-ol